NC=1C(=CC2=C(OC3=C(O2)C=CC=C3)C1)C(=O)OC methyl 3-aminodibenzo[b,e][1,4]dioxine-2-carboxylate